Glyceryl Capryl Ether CCCCCCCCCCOCC(CO)O